Cl.FC(C=1C=C(O[C@H]2CN(CC2)C2(CCOCC2)C(=O)N)C=CC1)(F)F 4-((R)-3-(3-(trifluoromethyl)phenoxy)pyrrolidin-1-yl)tetrahydro-2H-pyran-4-carboxamide, hydrochloride